3-amino-7-(2-chloro-6-methyl-phenyl)-N-[(3S)-pyrrolidin-3-yl]isoquinoline-4-carboxamide NC=1N=CC2=CC(=CC=C2C1C(=O)N[C@@H]1CNCC1)C1=C(C=CC=C1C)Cl